Ammonium ((2R,3S)-2-ethynyl-3,5-dihydroxytetrahydrofuran-2-yl)methyl hydrogen phosphate P(=O)(OC[C@]1(OC(C[C@@H]1O)O)C#C)(O)[O-].[NH4+]